C(CC(O)(C(=O)O)CC(=O)O)(=O)O.NCC(=O)O glycine-citrate salt